(S)-2-(2,2-difluoro-4-((6-oxo-5-(trifluoromethyl)-1,6-dihydropyridazin-4-yl)amino)pentyl)-7-fluoro-6-(5-(trifluoromethyl)pyrimidin-2-yl)isoquinolin-1(2H)-one FC(CN1C(C2=CC(=C(C=C2C=C1)C1=NC=C(C=N1)C(F)(F)F)F)=O)(C[C@H](C)NC=1C=NNC(C1C(F)(F)F)=O)F